C(C)(C)(C)C1CCN(CC1)C(=O)NC1=CC(=C(C(=C1)C=1N=NN(N1)C(C1=CC=CC=C1)(C1=CC=CC=C1)C1=CC=CC=C1)C1=CC(=C(C=C1)OC)Cl)F 4-(tert-butyl)-N-(3'-chloro-2-fluoro-4'-methoxy-6-(2-trityl-2H-tetrazol-5-yl)-[1,1'-biphenyl]-4-yl)piperidine-1-carboxamide